BrC1=CC=C(C(=C1C=O)F)OC 6-bromo-2-fluoro-3-methoxybenzaldehyde